4-(4-methyl-3-pentenyl)-3-cyclohexenal CC(=CCCC1=CCC(CC1)C=O)C